NC1=NC=CC=C1C1=NC=2C(=NC(=CC2)C2=CC=CC=C2)N1C1=CC=C(C=C1)C1CN(C1)C(=O)C1=C(C=C(C(=O)O)C=C1)C 4-(3-(4-(2-(2-aminopyridin-3-yl)-5-phenyl-3H-imidazo[4,5-b]pyridin-3-yl)phenyl)azetidine-1-carbonyl)-3-methylbenzoic acid